S1C(=CC=C1)C=CC(C)=O 4-(2-thienyl)-3-buten-2-one